molybdenum copper disulfide [Cu](=S)=S.[Mo]